5-bromo-2,4-dichloro-pyrimidine BrC=1C(=NC(=NC1)Cl)Cl